C(CCC)N1[C@@H](CCCC1)C(=O)NC1=C(C=CC=C1C)C (2S)-1-butyl-N-(2,6-dimethyl-phenyl)-2-piperidinecarboxamide